ClC=1C=C(C=CC1N1CCOCC1)NS(=O)(=O)C1=CC=C(C=C1)NC(NCC=1C=NC=CC1)=O 3-(4-{[3-chloro-4-(morpholin-4-yl)phenyl]sulfamoyl}phenyl)-1-(pyridin-3-ylmethyl)urea